8-(1-hydroxyethyl)-3,6-dimethyl-2-(2-azaspiro[3.5]non-2-yl)quinazolin-4(3H)-one OC(C)C=1C=C(C=C2C(N(C(=NC12)N1CC2(C1)CCCCC2)C)=O)C